8-(4-(dimethylcarbamoyl)piperazin-1-yl)-N-(1-methylazetidin-3-yl)-6-(N-(1-methylcyclopropyl)sulfamoyl)imidazo[1,2-a]pyridine-3-carboxamide CN(C(=O)N1CCN(CC1)C=1C=2N(C=C(C1)S(NC1(CC1)C)(=O)=O)C(=CN2)C(=O)NC2CN(C2)C)C